C(C(C)C)C1=CC=C(C(=O)OC(CC)C(C(CC)OC(C2=CC=C(C=C2)CC(C)C)=O)CC)C=C1 4-ethyl-3,5-heptanediol bis(4-isobutyl benzoate)